BrC1=NC(=CC(=C1)C1(CC(C1)C)C(=O)NNC(NC)=S)F 2-(1-(2-bromo-6-fluoropyridin-4-yl)-3-methylcyclobutane-1-carbonyl)-N-methylhydrazine-1-thiocarboamide